[Cl-].[Cl-].[Ti+2].C1(C=CC2=CC=CC=C12)C=1C(=C(C(=CC1)C(C)C)O)C(C)C indenyl-(2,6-diisopropylphenol) titanium dichloride